tert-butyl (2-((6-bromo-5-fluoro-3-nitroquinolin-4-yl)amino)-2-methylpropyl)carbamate BrC=1C(=C2C(=C(C=NC2=CC1)[N+](=O)[O-])NC(CNC(OC(C)(C)C)=O)(C)C)F